3-(4-methoxyphenyl)-N-(2-(4-methylpiperazin-1-yl)pyrimidin-4-yl)isoxazol-5-amine COC1=CC=C(C=C1)C1=NOC(=C1)NC1=NC(=NC=C1)N1CCN(CC1)C